C(CCCCC)C(C(=O)OCCCCCCN(CCCCCCOC(C(CCCCCCCC)CCCCCC)=O)CCN)CCCCCCCC 6-[2-aminoethyl-[6-(2-hexyldecanoyloxy)hexyl]amino]hexyl 2-hexyldecanoate